Phenyl (S)-7-(dimethoxymethyl)-6-((4-methyl-2-carbonyloxazolidin-3-yl)methyl)-3,4-dihydro-1,8-naphthyridin-1(2H)-carboxylate COC(C1=C(C=C2CCCN(C2=N1)C(=O)OC1=CC=CC=C1)CN1C(OC[C@@H]1C)=C=O)OC